C1(CC1)S(=O)(=O)N1N=CC(=C1)C1=NC=CC(=N1)NC1=CC(=C(C=N1)C=1N=C(SC1)C(C)(C)O)NC1CCC(CC1)C(C)(C)O 2-(4-(6-((2-(1-(Cyclopropylsulfonyl)-1H-pyrazol-4-yl)pyrimidin-4-yl)amino)-4-(((1s,4s)-4-(2-hydroxypropan-2-yl)cyclohexyl)amino)pyridin-3-yl)thiazol-2-yl)propan-2-ol